ClC1=C2CCCC(C2=CC(=C1)Cl)O 5,7-dichloro-1,2,3,4-tetrahydronaphthalen-1-ol